6-Chloro-3-[(1R)-1-[3,6-dimethyl-2-(2-methyl-1,3-benzothiazol-6-yl)-4-oxo-chromen-8-yl]ethoxy]-N-methoxy-pyridine-2-carboxamide ClC1=CC=C(C(=N1)C(=O)NOC)O[C@H](C)C=1C=C(C=C2C(C(=C(OC12)C1=CC2=C(N=C(S2)C)C=C1)C)=O)C